dipotassium bis(p-sulfophenyl)phenylphosphine S(=O)(=O)(O)C1=CC=C(C=C1)P(C1=CC=CC=C1)C1=CC=C(C=C1)S(=O)(=O)O.[K].[K]